2-(methylamino)-2-(m-tolyl)cyclohexan-1-one CNC1(C(CCCC1)=O)C=1C=C(C=CC1)C